The molecule is a fatty amide consisting of pentanamide having an amino substituent at the 5-position. It is a conjugate base of a 5-ammoniopentanamide. C(CCN)CC(=O)N